2-methylbutyl beta-D-glucopyranoside O([C@H]1[C@H](O)[C@@H](O)[C@H](O)[C@H](O1)CO)CC(CC)C